FC=1C=C(C=C(C1N1CC(NS1)=O)O)C1=CC(=CC=C1)OC 5-(3-fluoro-5-hydroxy-3'-methoxybiphenyl-4-yl)-1,2,5-thiadiazolidin-3-one